FC(C(=O)O)(F)F.ClC1=C(C=CC=C1C=1N=NN(C1)C1CCC1)[C@@]1(CC(N(C(N1)=N)[C@@H]1C[C@@H](OCC1)C)=O)C (6S)-6-[2-Chloro-3-(1-cyclobutyl-1,2,3-triazol-4-yl)phenyl]-2-imino-6-methyl-3-[(2S,4S)-2-methyl-tetrahydropyran-4-yl]hexahydro-pyrimidin-4-one trifluoroacetic acid salt